(R)-2-(1-(7-methyl-2-morpholinyl-4-oxo-4H-pyrido[1,2-a]pyrimidin-9-yl)ethylamino)benzoic acid CC=1C=C(C=2N(C(C=C(N2)N2CCOCC2)=O)C1)[C@@H](C)NC1=C(C(=O)O)C=CC=C1